1-(4-(4-Amino-1-isopropyl-1H-pyrazolo[3,4-d]pyrimidin-3-yl)phenyl)-3-(2-fluoro-5-(perfluorobutyl)phenyl)urea 2,2,2-trifluoroacetate FC(C(=O)O)(F)F.NC1=C2C(=NC=N1)N(N=C2C2=CC=C(C=C2)NC(=O)NC2=C(C=CC(=C2)C(C(C(C(F)(F)F)(F)F)(F)F)(F)F)F)C(C)C